NC1=NC(=NC(=C1)NC1=C(C=CC=C1)OC)C(=O)N1CCN(CC1)C1=CC=CC=C1 (4-amino-6-((2-methoxyphenyl)amino)pyrimidin-2-yl)(4-phenylpiperazin-1-yl)methanone